4-bromo-5-((2-chloro-5-fluorophenyl)(hydroxy)methyl)-6-nitrobenzo[d]oxazol-2(3H)-one BrC1=C(C(=CC2=C1NC(O2)=O)[N+](=O)[O-])C(O)C2=C(C=CC(=C2)F)Cl